1-(2S,4R)-tert-butyl 2-((4-ethynyl-2-fluorobenzyl) carbamoyl)-4-hydroxypyrrolidine-1-carboxylate C(#C)C1=CC(=C(CNC(=O)[C@H]2N(C[C@@H](C2)O)C(=O)OC(C)(C)C)C=C1)F